2-fluoro-4-(methylthio)benzoic acid FC1=C(C(=O)O)C=CC(=C1)SC